ClC=1C(=NC(=NC1)NC1=NN(N=C1)C)C1=CC=C2CN(C(C2=C1)=O)[C@@H](C(=O)N[C@H](CO)C1=NC(=CC=C1)C)C (2R)-2-(6-{5-chloro-2-[(2-methyl-2H-1,2,3-triazol-4-yl)amino]pyrimidin-4-yl}-1-oxo-2,3-dihydro-1H-isoindol-2-yl)-N-[(1S)-2-hydroxy-1-(6-methylpyridin-2-yl)ethyl]propanamide